N-tert-butyl-2-{methyl[2-(1-methyl-1H-pyrazol-3-yl)-5H,6H,7H-cyclopenta[d]pyrimidin-4-yl]amino}acetamide C(C)(C)(C)NC(CN(C=1C2=C(N=C(N1)C1=NN(C=C1)C)CCC2)C)=O